4-methyl-N-(3-((4-methylpiperazin-1-yl)methyl)-5-(trifluoromethyl)phenyl)-3-((pyrazolo[1,5-a]pyrimidin-6-ylamino)methyl)benzamide CC1=C(C=C(C(=O)NC2=CC(=CC(=C2)C(F)(F)F)CN2CCN(CC2)C)C=C1)CNC=1C=NC=2N(C1)N=CC2